N1N=C(C2=C1C=NC=N2)C(=O)O pyrimidopyrazolcarboxylic acid